C(#N)C=1C=NC2=CC(=C(C=C2C1NC1=C(C=C(C(=C1)OC)Cl)Cl)OC)OCCCN1CCN(CC1)C(CCCCCCCCCC(=O)NC1=C2CN(C(C2=CC=C1)=O)C1C(NC(CC1)=O)=O)=O 11-(4-(3-((3-cyano-4-((2,4-dichloro-5-methoxyphenyl)amino)-6-methoxyquinolin-7-yl)oxy)propyl)piperazin-1-yl)-N-(2-(2,6-dioxopiperidin-3-yl)-1-oxoisoindolin-4-yl)-11-oxoundecanamide